trans-methyl 4-(4-(4-(2-((tert-butoxycarbonyl)amino)-2-methylpropanoyl) piperazine-1-carboxamido)-2-oxopyrimidin-1(2H)-yl)cyclohexane-1-carboxylate C(C)(C)(C)OC(=O)NC(C(=O)N1CCN(CC1)C(=O)NC1=NC(N(C=C1)[C@@H]1CC[C@H](CC1)C(=O)OC)=O)(C)C